C(#C)C=1NC2=C(N1)C=CC=C2 ethynyl-benzimidazole